(phenyl)(Carbazolylphenyl)(dibenzothiophenyl)triazine C1(=CC=CC=C1)C1=C(C(=NN=N1)C1=CC=CC=2SC3=C(C21)C=CC=C3)C3=C(C=CC=C3)C3=CC=CC=2C1=CC=CC=C1NC32